1-(4-((2-methacryloyloxyethyl)oxy)phenylamino)anthraquinone C(C(=C)C)(=O)OCCOC1=CC=C(C=C1)NC1=CC=CC=2C(C3=CC=CC=C3C(C12)=O)=O